3-(6-oxo-6,8-dihydro-2H,7H-spiro[furo[2,3-e]isoindole-3,3'-pyrrolidin]-7-yl)piperidine-2,6-dione O=C1N(CC2=C3C(=CC=C12)C1(CNCC1)CO3)C3C(NC(CC3)=O)=O